C[Si](CCC[Si](Cl)(C)C)(Cl)C 1,3-bis(dimethyl-monochlorosilyl)propane